FC(C(=O)O)(F)F.C(#N)[C@H](CC1=CC=C(C=C1)C=1C=CC2=C(N(C(O2)=O)C)C1)NC(=O)C1CNC1 (S)-N-(1-cyano-2-(4-(3-methyl-2-oxo-2,3-dihydrobenzo[d]oxazol-5-yl)phenyl)ethyl)azetidine-3-carboxamide 2,2,2-trifluoroacetate